N-((S)-1-((2-(((S)-4-methyl-1-oxopentan-2-yl)amino)-2-oxoethyl)amino)-1-oxo-3-phenylpropan-2-yl)propanamide CC(C[C@@H](C=O)NC(CNC([C@H](CC1=CC=CC=C1)NC(CC)=O)=O)=O)C